5-(3-cyano-2-imino-tetrahydrothiophen-3-yl)-3-ethylsulfanyl-pyridine-2-carboxylic acid C(#N)C1(C(SCC1)=N)C=1C=C(C(=NC1)C(=O)O)SCC